1-N-(4-formamidocyclohexyl)formamide C(=O)NC1CCC(CC1)NC=O